FC1([C@H]2C[C@@H]([C@H]([C@@H](C1)N2)OC)OC2=CN=C(N=N2)C2=C(C=C(C=C2)N2C=NC=C2)O)F 2-(6-(((1R,2S,3S,5R)-6,6-difluoro-2-methoxy-8-azabicyclo[3.2.1]octan-3-yl)oxy)-1,2,4-triazin-3-yl)-5-(1H-imidazol-1-yl)phenol